6-chloro-2-(2-methoxyphenyl)-3-methyl-1-[[2-(trimethylsilyl)ethoxy]methyl]pyrrolo[3,2-c]pyridine ClC1=CC2=C(C=N1)C(=C(N2COCC[Si](C)(C)C)C2=C(C=CC=C2)OC)C